(R)-1-(5-((4-(difluoromethoxy)phenyl)sulfonyl)-3,4,5,6-tetrahydropyrrolo[3,4-c]pyrrol-2(1H)-yl)-3-hydroxy-2-(pyridin-2-yl)propan-1-one FC(OC1=CC=C(C=C1)S(=O)(=O)N1CC2=C(C1)CN(C2)C([C@@H](CO)C2=NC=CC=C2)=O)F